ClCCCC=1C=C(C=2C3C(C(OC2C1)(C)C)CCC(=C3)C)O 3-(3-Chloropropyl)-6,6,9-trimethyl-6a,7,8,10a-tetrahydrobenzo[c]chromen-1-ol